ClC=1C=C(CNCCO)C=CC1NC1=NSC2=C1C=CC=C2C2=CC=CC=C2 2-((3-chloro-4-((7-phenylbenzo[d]isothiazol-3-yl)amino)benzyl)amino)ethan-1-ol